CN1C(C=NC2=CC(=C(C=C12)C)C)=O 1,6,7-trimethylquinoxalin-2(1H)-one